C(C)(C)(C)OC(C1=C(C=C(C(=C1)F)F)F)=O 2,4,5-Trifluorobenzoic acid tert-butyl ester